1-Methyl-uracil CN1C(=O)NC(=O)C=C1